FC=1C=C2C(=C(/C(/C2=CC1)=C/C1=CC=C(C=C1)N1CCCC1)C)CC(=O)NO 2-[(1Z)-5-fluoro-2-methyl-1-{[4-(pyrrolidin-1-yl)phenyl]methylene}-1H-inden-3-yl]-N-hydroxyacetamide